4-(2-((4-(morpholino-3,3,5,5-d4)phenyl)amino)pyrimidin-4-yl)benzoate O1CC(N(C(C1)([2H])[2H])C1=CC=C(C=C1)NC1=NC=CC(=N1)C1=CC=C(C(=O)[O-])C=C1)([2H])[2H]